N1N=CC(=C1)C=1C=NC2=CC=C(C=C2N1)C(=O)C=1C=C(C=CC1)NC(=O)NC1=CC(=C(C=C1)Cl)C(F)(F)F 1-(3-(3-(1H-pyrazol-4-yl)quinoxaline-6-carbonyl)phenyl)-3-(4-chloro-3-(trifluoromethyl)phenyl)urea